4-ethynyl-1-(4-piperidylmethyl)piperidine hydrochloride Cl.C(#C)C1CCN(CC1)CC1CCNCC1